C(C)(=O)N1CCC(CC1)NC1=NC=C(C(=N1)N1CC(CCC1)C1=CC(NC=C1)=O)F 4-(1-(2-((1-acetylpiperidin-4-yl)amino)-5-fluoropyrimidin-4-yl)piperidin-3-yl)pyridin-2(1H)-one